2-(n-propyl)pyridine C(CC)C1=NC=CC=C1